bis-(hydroxybenzoyl)benzene OC1=C(C(=O)C2=C(C=CC=C2)C(C2=C(C=CC=C2)O)=O)C=CC=C1